CC1(OC2=CC=CC=C2[C@H](C1)NC(=O)[C@H]1[C@@H](C1)[C@H](N1C(NC(CC1=O)(CC)CC)=NC(OC(C)(C)C)=O)C=1C=NC=CC1)C tert-butyl (1-((S)-((1R,2R)-2-(((S)-2,2-dimethylchroman-4-yl)carbamoyl)cyclopropyl)(pyridin-3-yl)methyl)-4,4-diethyl-6-oxotetrahydropyrimidin-2(1H)-ylidene)carbamate